2-(6-(((1R,3S,5S,6R)-6-fluoro-1,5,8-trimethyl-8-azabicyclo[3.2.1]octan-3-yl)(methyl)amino)pyridazin-3-yl)-5-(1H-imidazol-1-yl)phenol F[C@H]1[C@@]2(C[C@H](C[C@](C1)(N2C)C)N(C2=CC=C(N=N2)C2=C(C=C(C=C2)N2C=NC=C2)O)C)C